N1N=NC=C1C1[C@H]2CN(C[C@@H]12)C1=NN=C(O1)C=1C=NC(=NC1)NCCC1=CC=CC=C1 5-(5-((1R,5S,6r)-6-(1H-1,2,3-triazol-5-yl)-3-azabicyclo[3.1.0]hexan-3-yl)-1,3,4-oxadiazol-2-yl)-N-Phenethylpyrimidin-2-amine